[Si](C)(C)(C(C)(C)C)OCC[C@H](C)N1N=C(C=2C=NC(=CC21)Cl)C2=CC(=C(C=C2)P(C)C)CN(C)C (S)-(4-(1-(4-((tert-butyldimethylsilyl)oxy)butan-2-yl)-6-chloro-1H-pyrazolo[4,3-c]pyridin-3-yl)-2-((dimethylamino)methyl)phenyl)dimethylphosphine